BrC=1C(=CC(=NC1)N1C[C@H](CC1)N1CCOCC1)F (S)-4-(1-(5-bromo-4-fluoropyridin-2-yl)pyrrolidin-3-yl)morpholine